(R)-[2-(1H-indol-3-yl)ethyl](methyl)-propylazanium N1C=C(C2=CC=CC=C12)CC[NH+](CCC)C